FC1(CCC(CC1)N1C(=NC=2C1=C1C(=NC2)N(C=C1)S(=O)(=O)C1=CC=C(C)C=C1)C1=CC=C(O1)CO)F (5-(1-(4,4-difluorocyclohexyl)-6-tosyl-1,6-dihydroimidazo[4,5-d]pyrrolo[2,3-b]pyridin-2-yl)furan-2-yl)methanol